2,2-difluoro-2-(1,4,8-trioxaspiro[4.5]dec-7-yl)ethan-1-amine FC(CN)(C1CC2(OCCO2)CCO1)F